5-(2-amino-6-fluoropyridin-4-yl)-7-(3,3-dimethylbut-1-yn-1-yl)-1H-indazol-3-amine NC1=NC(=CC(=C1)C=1C=C2C(=NNC2=C(C1)C#CC(C)(C)C)N)F